1-(1-benzyl-5-chloro-pyrazol-4-yl)cyclopropanecarboxylic acid methyl ester COC(=O)C1(CC1)C=1C=NN(C1Cl)CC1=CC=CC=C1